(S)-1-(2-((2-(4-bromo-2,6-difluorophenyl)-7-methylimidazo[1,2-a]pyridin-3-yl)methyl)morpholino)ethan-1-one methyl-4-(3,4-dichlorophenyl)-2,4-dioxobutyrate COC(C(CC(=O)C1=CC(=C(C=C1)Cl)Cl)=O)=O.BrC1=CC(=C(C(=C1)F)C=1N=C2N(C=CC(=C2)C)C1C[C@@H]1OCCN(C1)C(C)=O)F